[N+](=O)([O-])C=1N=C2OCCN2C1 2,3-dihydro-6-nitroimidazo[2,1-b]oxazole